[Na+].[Fe-3](C#N)(C#N)(C#N)(C#N)(C#N)C#N.[K+] potassium ferricyanide, sodium salt